benzyl ((S)-(1-((2S,3S,5R)-5-(5-fluoro-2,4-dioxo-3,4-dihydropyrimidin-1(2H)-yl)-3-hydroxytetrahydrofuran-2-yl)cyclopropoxy)(naphthalen-1-yloxy)phosphoryl)-L-alaninate FC=1C(NC(N(C1)[C@H]1C[C@@H]([C@H](O1)C1(CC1)O[P@@](=O)(OC1=CC=CC2=CC=CC=C12)N[C@@H](C)C(=O)OCC1=CC=CC=C1)O)=O)=O